(1S,8R,9S)-9-methyl-12-(propan-2-yl)-12-azatricyclo[6.3.1.02,7]dodeca-2,4,6-triene hydrochloride Cl.C[C@@H]1[C@@H]2C3=CC=CC=C3[C@H](CC1)N2C(C)C